C1(=CC=CC=C1)S(=O)(=O)N1C=CC2=CC(=CC=C12)CO [1-(benzenesulfonyl)-1H-indol-5-yl]methanol